2-chloro-5-(3-chloro-5-nitro-2-pyridinyl)-4-fluoro-benzaldehyde oxime ClC1=C(C=NO)C=C(C(=C1)F)C1=NC=C(C=C1Cl)[N+](=O)[O-]